1-Hydroxy-cyclohexylphenylketone 4-[2-(3-{(cis)-4-[(cyclohexanecarbonyl)oxy]cyclohexyl}anilino)-2-oxoethyl]-2-methoxyphenyl-cyclohexanecarboxylate C1(CCCCC1)C(=O)O[C@H]1CC[C@H](CC1)C=1C=C(NC(CC2=CC(=C(C=C2)OC(=O)C2CCCCC2)OC)=O)C=CC1.OC1(CCCCC1)C1=C(C=CC=C1)C(=O)C1=C(C=CC=C1)C1(CCCCC1)O